S1C=CC2=NC=CC=C21 thieno[3,2-b]Pyridine